tris(tetramethylcyclopentadienyl)terbium CC=1C(=C(C(C1)(C)[Tb](C1(C(=C(C(=C1)C)C)C)C)C1(C(=C(C(=C1)C)C)C)C)C)C